N,N-dimethylethyl-acrylamide tert-butyl-3-(5-fluoro-3,4-dimethyl-6-tributylstannyl-2,7-naphthyridin-1-yl)-3,8-diazabicyclo[3.2.1]octane-8-carboxylate C(C)(C)(C)OC(=O)N1C2CN(CC1CC2)C2=NC(=C(C1=C(C(=NC=C21)[Sn](CCCC)(CCCC)CCCC)F)C)C.CN(C(C(=C)CC)=O)C